C(C)(C)(C)OC(=O)N1C[C@@H]([C@H](CC1)N1N=CC(=C1Cl)N)F (3S,4S)-4-(4-amino-5-chloro-1H-pyrazol-1-yl)-3-fluoropiperidine-1-carboxylic acid tert-butyl ester